C(C=C)(=O)OCC(OCC)C 2-methyl-2-ethoxyethyl acrylate